Ethyl N-acryloyl-N-(2-((S)-2-(4-amino-3-chlorobenzamido)-3,3-dimethylbutanamido)-2-(3-(trifluoromethyl)phenyl)acetamido)glycinate C(C=C)(=O)N(CC(=O)OCC)NC(C(C1=CC(=CC=C1)C(F)(F)F)NC([C@H](C(C)(C)C)NC(C1=CC(=C(C=C1)N)Cl)=O)=O)=O